COC(COC)C1CC=C(CC1)C=NO N-{[4-(1,2-dimethoxyethyl)cyclohex-1-en-1-yl]methylene}hydroxylamine